FC=1C=C(C=NC1)[C@H](CNC(C)(C)C1CCC(CC1)OCC(=O)OCC)O ethyl [(1R,4r)-4-{1-[(R)-2-(5-fluoro-3-pyridyl)-2-hydroxyethylamino]-1-methylethyl}cyclohexyloxy]acetate